C(C)(C)C1=CC(=NC=C1)C1=NSC(=N1)NC1=NC=C(C=C1NC)C(F)(F)F N2-(3-(4-isopropylpyridin-2-yl)-1,2,4-thiadiazol-5-yl)-N3-methyl-5-(trifluoromethyl)pyridine-2,3-diamine